(R)-N-((2-(6-(((4-(cyclopropylmethyl)-5-oxomorpholin-2-yl)methyl)amino)pyridin-2-yl)-1,6-naphthyridin-7-yl)methyl)-5-(methylsulfonyl)nicotinamide C1(CC1)CN1C[C@H](OCC1=O)CNC1=CC=CC(=N1)C1=NC2=CC(=NC=C2C=C1)CNC(C1=CN=CC(=C1)S(=O)(=O)C)=O